NC([C@H]([C@@H](C)O)NC(=O)C1N(C2(CNC2=O)CC1)C)=O N-((2S,3R)-1-amino-3-hydroxy-1-oxobutan-2-yl)-5-methyl-1-oxo-2,5-diazaspiro[3.4]octane-6-carboxamide